N-(2-chlorophenyl)-2-iodo-N-methylacetamide ClC1=C(C=CC=C1)N(C(CI)=O)C